2-(2-chloro-4-phenoxyphenyl)-4,4,5,5-tetramethyl-1,3,2-dioxaborolane ClC1=C(C=CC(=C1)OC1=CC=CC=C1)B1OC(C(O1)(C)C)(C)C